N[C@H]1C(N(CC1)[C@@]1(CN2C([C@H]([C@H]2S1)NC(\C(=N/OC(C)(C)C(=O)O)\C=1N=C(SC1)N)=O)=O)C(=O)[O-])=O (3R,5R,6R)-3-((R)-3-amino-2-oxopyrrolidin-1-yl)-6-((Z)-2-(2-aminothiazol-4-yl)-2-(((2-carboxypropan-2-yl)oxy) imino)acetamido)-7-oxo-4-thia-1-azabicyclo[3.2.0]heptane-3-carboxylate